4-(2-bromo-4-fluorophenyl)-5-[(1-ethyl-1H-pyrazol-4-yl)methyl]-2-methyl-1,3-oxazole BrC1=C(C=CC(=C1)F)C=1N=C(OC1CC=1C=NN(C1)CC)C